(+)-pinanendiol C12(C(C=CC(C1(C)C)C2)(C)O)O